C(C)(C)(C)OC(=O)N1CCC(CC1)C1=CC=C(C=C1)N[C@@H]1C(NC(CC1)=O)=O 4-[4-[[(3S)-2,6-dioxo-3-piperidinyl]amino]phenyl]piperidine-1-carboxylic acid tert-butyl ester